N-(methyl(oxo)(4-(5-(trifluoromethyl)-1,2,4-oxadiazol-3-yl)phenyl)-λ6-sulfaneylidene)oxazole-5-carboxamide CS(=NC(=O)C1=CN=CO1)(C1=CC=C(C=C1)C1=NOC(=N1)C(F)(F)F)=O